O=C1NC=C(C2=CC=C(C=C12)O[C@@H](C(=O)N1C[C@H](CCC1)C#N)C)C1=C(C=CC=C1)C (S)-1-((R)-2-((1-oxo-4-(o-tolyl)-1,2-dihydroisoquinolin-7-yl)oxy)propanoyl)piperidine-3-carbonitrile